BrC1=CC2=C(NC(C(CC2)NC(OC(C)(C)C)=O)=O)N=C1 tert-Butyl (3-bromo-8-oxo-6,7,8,9-tetrahydro-5H-pyrido[2,3-b]azepin-7-yl)carbamate